N-(3-(2'-fluoro-[1,1'-biphenyl]-4-yl)propyl)-1-methyl-1H-pyrazole-5-carboxamide FC1=C(C=CC=C1)C1=CC=C(C=C1)CCCNC(=O)C1=CC=NN1C